4-{1-((S)-sec-Butyl)-7-[1-(6,7-Difluorochinolin-3-yl)-ethylamino]-1H-pyrazolo[4,3-d]pyrimidin-5-yl}-piperazin [C@H](C)(CC)N1N=CC=2N=C(N=C(C21)NC(C)C=2C=NC1=CC(=C(C=C1C2)F)F)N2CCNCC2